P(=O)(O)(O)OCCCCCCC n-heptanol phosphate